C[C@@H]1CC2=C([C@H](N1)C)C(=C(C=C2)C3=C4C=CC=C(C4=C(C=C3CO)OC)O)O The molecule is an isoquinoline alkaloid that is the biaryl resulting from substitution of the hydrogen at the 7-position of (1R,3R)-1,3-dimethyl-1,2,3,4-tetrahydroisoquinolin-8-ol by a 1-hydroxy-6-(hydroxymethyl)-8-methoxynaphthalen-5-yl group. It is a naphthylisoquinoline alkaloid found in Triphyophyllum peltatum. It has a role as an antimalarial and a metabolite. It is an isoquinoline alkaloid and a member of isoquinolines.